2-(4-hydroxymethylphenyl)ethanol OCC1=CC=C(C=C1)CCO